C1(=CC=CC=C1)NC=1C=C2C(=CN1)NC=C2 N-phenyl-1H-pyrrolo[2,3-c]pyridin-5-amine